FC(S(=O)(=O)OC1=CCCCN1C(=O)OC(C)(C)C)(F)F tert-Butyl 6-(((trifluoromethyl)sulfonyl)oxy)-3,4-dihydropyridine-1(2H)-carboxylate